tert-Butyl (2-((5-Bromo-3-(morpholine-4-sulfonamido)pyridin-2-yl)oxy)ethyl)(isopropyl)carbamate BrC=1C=C(C(=NC1)OCCN(C(OC(C)(C)C)=O)C(C)C)NS(=O)(=O)N1CCOCC1